C1(CC1)S(=O)(=O)N1N=CC(=C1)C1=NC=CC(=N1)NC1=NC=C(C(=C1)NCC1CCC(CC1)CN(C)C)C1=NN(C=C1)C(F)F N2-(2-(1-(Cyclopropylsulfonyl)-1H-pyrazol-4-yl)pyrimidin-4-yl)-5-(1-(difluoromethyl)-1H-pyrazol-3-yl)-N4-(((1r,4r)-4-((dimethylamino)methyl)cyclohexyl)methyl)pyridine-2,4-diamine